CC=1N=C2N(N=C(C=C2C)C=2N=C3N(C(C2)=O)C=C(C=C3)N3CCN(C2(CC2)C3)C(=O)OCC3=CC=CC=C3)C1 benzyl 7-(2-(2,8-dimethylimidazo[1,2-b]pyridazin-6-yl)-4-oxo-4H-pyrido[1,2-a]pyrimidin-7-yl)-4,7-diazaspiro[2.5]octane-4-carboxylate